C1(=CC=CC=C1)C=1C=C(C=C(C1)C1=C(C=CC(=C1)C(C)(CC(C)(C)C)C)OC1OCCCC1)C1=CC=CC=C1 2-((5'-phenyl-5-(2,4,4-trimethylpentan-2-yl)-[1,1':3',1''-terphenyl]-2-yl)oxy)tetrahydro-2H-pyran